6-Methoxy-pyridine-3-sulfonic acid [3-(4-amino-7-methyl-7H-pyrrolo[2,3-d]pyrimidin-5-yl)-2-fluorophenyl]-amide NC=1C2=C(N=CN1)N(C=C2C=2C(=C(C=CC2)NS(=O)(=O)C=2C=NC(=CC2)OC)F)C